[6-([1,2,4]triazolo[1,5-a]pyridin-6-yl)-3,6-dihydro-2H-pyran-4-yl] trifluoromethanesulfonate FC(S(=O)(=O)OC=1CCOC(C1)C=1C=CC=2N(C1)N=CN2)(F)F